ethyl 3-((S)-2-(4-((S)-3,3-dicyclopropyl-2-(1-isopropyl-1H-pyrazole-5-carboxamido)propanamido)-3-fluorophenyl)propanamido)-4,4,4-trifluorobutanoate C1(CC1)C([C@@H](C(=O)NC1=C(C=C(C=C1)[C@@H](C(=O)NC(CC(=O)OCC)C(F)(F)F)C)F)NC(=O)C1=CC=NN1C(C)C)C1CC1